N1=CC=CC=2CN(CCC12)C1=C(C(=C(N=N1)C(=O)NCC1=CC=NC=C1)C)C 6-(7,8-dihydro-5H-1,6-naphthyridin-6-yl)-4,5-dimethyl-N-(4-pyridylmethyl)pyridazine-3-carboxamide